C1(=CC=CC=C1)C1=C2C=CN(C(C2=CN=C1)=O)CC=1N=C2N(C=C(C=C2)CNC2(CC2)C2=CC=CC=C2)C1 5-phenyl-2-((6-(((1-phenylcyclopropyl)amino)methyl)imidazo[1,2-a]pyridin-2-yl)methyl)-2,7-naphthyridin-1(2H)-one